C1=CC=C(C(=C1)C(=O)O)NC2=CC=CC(=C2)C(F)(F)F The molecule is an aromatic amino acid consisting of anthranilic acid carrying an N-(trifluoromethyl)phenyl substituent. An analgesic and anti-inflammatory, it is used in rheumatic disorders. It has a role as an EC 1.14.99.1 (prostaglandin-endoperoxide synthase) inhibitor, a non-steroidal anti-inflammatory drug, a non-narcotic analgesic and an antipyretic. It is an aromatic amino acid and an organofluorine compound. It derives from a diphenylamine, an anthranilic acid and a (trifluoromethyl)benzene. It is a conjugate acid of a flufenamate.